N-[(4,5-dichloro-2-hydroxyphenyl)[(1R,5S,6R)-3-[(4R)-2,2-dimethyl-1,3-dioxolane-4-carbonyl]-3-azabicyclo[3.1.0]hexan-6-yl]methyl]-2-methylpropane-2-sulfinamide ClC1=CC(=C(C=C1Cl)C(NS(=O)C(C)(C)C)C1[C@H]2CN(C[C@@H]12)C(=O)[C@@H]1OC(OC1)(C)C)O